ClC1=CC=C(C=C1)C1=N[C@H](C=2N(C3=C1C(=C(S3)C)C)C(=NN2)C)CC(NCCOCCOCCOCCOCCOCCOCCNC(OC(C)(C)C)=O)=O tert-Butyl (S)-(1-(4-(4-chlorophenyl)-2,3,9-trimethyl-6H-thieno[3,2-f][1,2,4]triazolo[4,3-a][1,4]diazepin-6-yl)-2-oxo-6,9,12,15,18,21-hexaoxa-3-azatricosan-23-yl)carbamate